[Fe+2].[O-]P([O-])(=O)OP(=O)([O-])O.[Li+] lithium pyrophosphate Iron